3,5,11-eudesmatriene CC1=CCCC2(C1=CC(CC2)C(=C)C)C